(3-(2-(5,6,7,8-tetrahydro-1,8-naphthyridin-2-yl)ethyl)cyclobutyl)homoserine N1=C(C=CC=2CCCNC12)CCC1CC(C1)N[C@@H](CCO)C(=O)O